NC1(COC1)CNC1=NC(=NC2=CC=C(C=C12)C)N1CCS(C2=C(C1)C=CC=C2)=NCCF 4-(4-(((3-aminooxetane-3-yl)methyl)amino)-6-methylquinazolin-2-yl)-1-((2-fluoroethyl)imino)-2,3,4,5-tetrahydrobenzo[f][1,4]thiazepine